tert-Butyl 3-((dimethylamino) methyl)-2-methylpyrrolidine-1-carboxylate CN(C)CC1C(N(CC1)C(=O)OC(C)(C)C)C